CN1C=NC(=C1)C(=O)NC(CCC(C(=O)N)=O)C(=O)N 5-(1-methyl-1H-imidazole-4-carboxamido)-2-oxohexanediamide